tert-Butyl 5-chloro-3-(4-(N'-hydroxycarbamimidoyl)thiazole-2-carbonyl)-1H-indole-1-carboxylate ClC=1C=C2C(=CN(C2=CC1)C(=O)OC(C)(C)C)C(=O)C=1SC=C(N1)C(N)=NO